isopropyl (R,E)-6-(((2R,3R,5R,6S)-5-((tert-butyldiphenylsilyl)oxy)-3-hydroxy-6-methyltetrahydro-2H-pyran-2-yl)oxy)hept-2-enoate [Si](C1=CC=CC=C1)(C1=CC=CC=C1)(C(C)(C)C)O[C@@H]1C[C@H]([C@@H](O[C@H]1C)O[C@@H](CC/C=C/C(=O)OC(C)C)C)O